FC(C1=CC(=C(C=C1)B1OC(C(O1)(C)C)(C)C)OC)F 2-(4-(difluoromethyl)-2-methoxyphenyl)-4,4,5,5-tetramethyl-1,3,2-dioxaborolan